perfluoro-amyl-1,3-dioxolan-2-one FC1(OC(OC1(F)F)=O)C(C(C(C(C(F)(F)F)(F)F)(F)F)(F)F)(F)F